S1C=NC2=C1C(=CC=C2)COC=2C(=CC(=C(N)C2)F)OC 5-(1,3-benzothiazol-7-ylmethoxy)-2-fluoro-4-methoxyaniline